C1(=CC=CC=C1)C1CC2(OCCO2)CC(C1(P(=O)=O)C1=C(C=CC=C1C1=C(C=C(C=C1C(C)C)C1=C(C=CC=C1)OC)C(C)C)C1=C(C=C(C=C1C(C)C)C1=C(C=CC=C1)OC)C(C)C)C1=CC=CC=C1 1,4-dioxa-7,9-diphenyl-8-{2,6-bis[2,6-diisopropyl-4-(2-methoxyphenyl)phenyl]phenyl}-8-phosphospiro[4.5]decane